10-((2-(3-(3,4-bis(trifluoromethyl)phenyl)ureido)ethyl)sulfonyl)decanoic acid FC(C=1C=C(C=CC1C(F)(F)F)NC(NCCS(=O)(=O)CCCCCCCCCC(=O)O)=O)(F)F